6-(2'-hydroxypropoxy)-hexane-1,2-diol OC(COCCCCC(CO)O)C